trans-4-(((trans-4-(6-Cyano-5-methoxypyridin-2-yl)cyclohexyl)methyl)(4-(1-cyclopropyl-1H-pyrazol-4-yl)pyridin-2-yl)carbamoyl)cyclohexyl methylcarbamate CNC(O[C@@H]1CC[C@H](CC1)C(N(C1=NC=CC(=C1)C=1C=NN(C1)C1CC1)C[C@@H]1CC[C@H](CC1)C1=NC(=C(C=C1)OC)C#N)=O)=O